The molecule is a pentacyclic triterpenoid that is 3alpha-hydroxy epimer of maslinic acid. Isolated from Prunella vulgaris and Isodon japonicus, it exhibits anti-inflammatory activity. It has a role as a metabolite and an anti-inflammatory agent. It is a dihydroxy monocarboxylic acid and a pentacyclic triterpenoid. It derives from a hydride of an oleanane. C[C@@]12CC[C@@H]3[C@@]([C@H]1CC=C4[C@]2(CC[C@@]5([C@H]4CC(CC5)(C)C)C(=O)O)C)(C[C@H]([C@H](C3(C)C)O)O)C